FC1=CC=C(C=C1)C1=C2C(=CN=C1)N(C=C2)CC2=CC(=NC(=C2)OC2CCNCC2)C#N 4-((4-(4-fluorophenyl)-1H-pyrrolo[2,3-c]pyridin-1-yl)methyl)-6-(piperidin-4-yloxy)picolinonitrile